tert-butyl 5-(6-((4-hydroxypiperidin-4-yl) methyl)-7-oxo-6,7-dihydroisothiazolo[4,3-d]pyrimidin-3-yl)-2,3-dihydro-1H-inden-2-ylcarbamate OC1(CCNCC1)CN1C=NC=2C(C1=O)=NSC2C=2C=C1CC(CC1=CC2)NC(OC(C)(C)C)=O